6-[(2-ethoxyphenyl)methoxy]-3-methyl-N-(4-methyl-1,1-dioxo-thian-4-yl)imidazo[1,2-a]pyridine-2-carboxamide C(C)OC1=C(C=CC=C1)COC=1C=CC=2N(C1)C(=C(N2)C(=O)NC2(CCS(CC2)(=O)=O)C)C